5-(2,2-dicyclohexyl-1,3-dioxolan-4-yl)-3,4-dihydroxyfuran-2(5H)-one C1(CCCCC1)C1(OCC(O1)C1C(=C(C(O1)=O)O)O)C1CCCCC1